CC(CNC(OC(C)(C)C)=O)CNC1=CC=C(C=N1)N1C(C=CC=C1)=O tert-butyl (2-methyl-3-((2-oxo-2H-[1,3'-bipyridin]-6'-yl)amino) propyl)carbamate